3-(2-carbonyl-3-pyridinyl)-propionic acid methyl ester COC(CCC=1C(NC=CC1)=C=O)=O